1-(2,6-diiodo-4-(trifluoromethyl)phenoxy)propan-2-one IC1=C(OCC(C)=O)C(=CC(=C1)C(F)(F)F)I